CC1=CNC2=NC=C(C=C21)C=2C=C1CCN(CC1=C(C2)[C@H]2NCCC2)C(=O)N2C[C@H](OCC2)C(F)(F)F (6-(3-methyl-1H-pyrrolo[2,3-b]pyridin-5-yl)-8-((S)-pyrrolidin-2-yl)-3,4-Dihydroisoquinolin-2(1H)-yl)((S)-2-(trifluoromethyl)morpholino)methanone